N-[2-[5-[5-chloro-2-(difluoromethoxy)-3-pyridyl]-4-methyl-1,2,4-triazol-3-yl]phenyl]acetamide ClC=1C=C(C(=NC1)OC(F)F)C=1N(C(=NN1)C1=C(C=CC=C1)NC(C)=O)C